N-(4-(1-isopropyl-1H-pyrazol-4-yl)-5-methylpyrimidin-2-yl)-1-((4-(trifluoromethyl)phenyl)sulfonyl)indol-5-amine C(C)(C)N1N=CC(=C1)C1=NC(=NC=C1C)NC=1C=C2C=CN(C2=CC1)S(=O)(=O)C1=CC=C(C=C1)C(F)(F)F